C(C1=CC=CC=C1)NC(C1=CC(=C(C(=O)NC2=CC(=C(C=C2)Cl)C2=NC=CC=C2)C=C1)Cl)=O N4-Benzyl-2-Chloro-N1-(4-Chloro-3-(Pyridin-2-Yl)Phenyl)Terephthalamide